NC1=C(C=C(N=N1)C1=C(C=CC=C1)O)N1CC2CCC(C1)N2C2=CC(=NC=C2)C#CCN2C(C(C2)C)C 2-[6-amino-5-[8-[2-[3-(2,3-dimethylazetidin-1-yl)prop-1-ynyl]-4-pyridinyl]-3,8-diazabicyclo[3.2.1]oct-3-yl]pyridazin-3-yl]phenol